2-methyl-6-(4-methylbenzyl)-5-oxo-N-(pyridin-2-ylmethyl)-5,6-dihydro-1,6-naphthyridine-3-carboxamide CC1=NC=2C=CN(C(C2C=C1C(=O)NCC1=NC=CC=C1)=O)CC1=CC=C(C=C1)C